C1(=CC=CC=C1)C(C(=O)[O-])(C(=O)[O-])C1=CC=CC=C1.[Ba+2] barium 2,2-diphenylmalonate